5-(4-(4-(dimethoxymethyl)piperidin-1-yl)phenyl)-8-(tetrahydro-2H-pyran-2-yl)-3,8-dihydro-2H-oxepino[2,3-e]indazole COC(C1CCN(CC1)C1=CC=C(C=C1)C1=CCCOC2=C3C=NN(C3=CC=C21)C2OCCCC2)OC